C(C=C)NC1=C(C#N)C=C(C=C1Br)Br 2-(Allylamino)-3,5-dibromobenzonitrile